ClC1=NC=C(C(=C1)OC1=NC=CC2=CC(=CC(=C12)O[C@H](C(F)(F)F)C)N1N=C(N(C1=O)CC)CO)F (S)-1-(1-((2-Chloro-5-fluoropyridin-4-yl)oxy)-8-((1,1,1-trifluoropropan-2-yl)oxy)isoquinolin-6-yl)-4-ethyl-3-(hydroxymethyl)-1H-1,2,4-triazol-5(4H)-one